C(#N)C1=C(C=CC=C1NC=1C(=C2C(N(C=NC2=CC1)C)=O)C)NS(=O)(=O)CCC N-(2-cyano-3-((3,5-dimethyl-4-oxo-3,4-dihydroquinazolin-6-yl)amino)phenyl)propane-1-sulfonamide